N4-(2-aminophenyl)-N2-(4-(4-methylpiperazin-1-yl)phenyl)thieno[3,2-d]pyrimidine-2,4-diamine NC1=C(C=CC=C1)NC=1C2=C(N=C(N1)NC1=CC=C(C=C1)N1CCN(CC1)C)C=CS2